C(C1=CC=CC=C1)OC(=O)N1[C@H](CN(CC1)C1=C(N=C2N1CCN(C2)C2=CC=CC1=CC=CC(=C21)Cl)C(=O)OCC)CC#N ethyl (S)-3-(4-((benzyloxy)carbonyl)-3-(cyanomethyl)piperazin-1-yl)-7-(8-chloronaphthalen-1-yl)-5,6,7,8-tetrahydroimidazo[1,2-a]pyrazine-2-carboxylate